ClC1=C(C=CC=C1F)C1NC2CC2C1 3-(2-Chloro-3-fluorophenyl)-2-azabicyclo[3.1.0]hexane